C(C)C1=NC(=C(C(=N1)NCC1CCC(CC1)C(F)(F)F)F)F ethyl-5,6-difluoro-N-(((1r,4r)-4-(trifluoromethyl)cyclohexyl)methyl)pyrimidin-4-amine